1,4,7-tris(carboxymethyl)-10-(2-hydroxypropyl)-1,4,7,10-tetraazacyclododecane C(=O)(O)CN1CCN(CCN(CCN(CC1)CC(C)O)CC(=O)O)CC(=O)O